(2R,3S)-2-(3-(4-bromo-1H-benzo[d]imidazol-1-yl)propyl)-3-((tert-butyldimethylsilyl)oxy)piperidine-1-carboxylic acid tert-butyl ester C(C)(C)(C)OC(=O)N1[C@@H]([C@H](CCC1)O[Si](C)(C)C(C)(C)C)CCCN1C=NC2=C1C=CC=C2Br